C(#C)C=1C=C(C=CC1)NC(C(=O)OC)=O methyl 2-((3-ethynylphenyl) amino)-2-oxoacetate